C1(CC1)C1=CC(=C(C2=CC(=CC=C12)F)N)B1OC(C(O1)(C)C)(C)C 4-Cyclopropyl-7-fluoro-2-(4,4,5,5-tetramethyl-1,3,2-dioxaborolan-2-yl)naphthalen-1-amine